(ADAMANTAN-1-YL)-2-((6-(2-METHOXYETHOXY)-2-(METHYLTHIO)PYRIMIDIN-4-YL)OXY)ACETAMIDE C12(CC3CC(CC(C1)C3)C2)C(C(=O)N)OC2=NC(=NC(=C2)OCCOC)SC